C1(CCC1)OC1=C(C(=C(C(=C1F)F)F)F)S(=O)(=O)NC1=CC(=C(C=C1)OC)F Cyclobutoxy-3,4,5,6-tetrafluoro-N-(3-fluoro-4-methoxyphenyl)benzenesulfonamide